C(C)C(CC(C(=O)O)(CCCCCCCCCCCCCCCC)O)CCCC.OC(C(=O)OCC(CCCC)CC)CCCCCCCCCCCCCCCC 2-ethylhexyl hydroxystearate (2-ethylhexyl hydroxystearate)